(ethyldimethylsilyl)(2-dipropylamino-1,1-diethyl-ethyl)amine C(C)[Si](C)(C)NC(CN(CCC)CCC)(CC)CC